tert-butyl ((1R,4R)-4-((3,3-dimethylbutyl)(2-(2,6-dioxopiperidin-3-yl)-1-oxoisoindolin-4-yl)amino)cyclohexyl)carbamate CC(CCN(C1CCC(CC1)NC(OC(C)(C)C)=O)C1=C2CN(C(C2=CC=C1)=O)C1C(NC(CC1)=O)=O)(C)C